COC(=O)[C@@H]1[C@H]2C([C@H]2CN1C(=O)C=1OC2=C(C1)C(=CC=C2)OC)(C)C (1r,2s,5s)-3-(4-methoxybenzofuran-2-carbonyl)-6,6-dimethyl-3-azabicyclo[3.1.0]hexane-2-carboxylic acid methyl ester